CN(CCC#CC1=C(C=C2C(=NC(=NC2=C1)N1CCCCC1)NC1CCN(CC1)CC)OC)C 7-(4-(dimethylamino)but-1-yn-1-yl)-N-(1-ethylpiperidine-4-yl)-6-methoxy-2-(piperidine-1-yl)quinazolin-4-amine